silicaTe silicon [Si+4].[Si]([O-])([O-])([O-])[O-]